5-Chloro-N4-(4-chloro-3-ethoxyphenyl)-N2-[4-(4-methylpiperazinyl)phenyl]pyrimidine-2,4-diamine ClC=1C(=NC(=NC1)NC1=CC=C(C=C1)N1CCN(CC1)C)NC1=CC(=C(C=C1)Cl)OCC